ClC=1C(=CC2=C([C@@H](C[C@H](O2)C(=O)NC23CC(C2)(C3)N3N=CC(=C3)O[C@@H]3C[C@@H](C3)OC(F)(F)F)O)C1)F (2S,4R)-6-chloro-7-fluoro-4-hydroxy-N-[3-(4-{[cis-3-(trifluoromethoxy)cyclobutyl]oxy}-1H-pyrazol-1-yl)bicyclo[1.1.1]pentan-1-yl]-3,4-dihydro-2H-1-benzopyran-2-carboxamide